9-bromo-7-fluoro-1,2,3,4-tetrahydrobenzo[C][2,6]naphthyridine BrC1=CC2=C(N=CC=3CCNCC23)C(=C1)F